C(CC\C=C/CCCCC)CC(=O)O.ClC1=C(C=CC(=C1NC=1C(=C2C(N(C=NC2=CC1)C)=O)C)F)NS(=O)(=O)N1CC(C1)COCF N-(2-chloro-3-((3,5-dimethyl-4-oxo-3,4-dihydroquinazolin-6-yl)amino)-4-fluorophenyl)-3-((fluoromethoxy)methyl)azetidine-1-sulfonamide (Z)-4-Decenyl-acetate